NC1=C(C=C(C=N1)C=1C=C2N(N1)CC[C@]21CN(CC1)C(=O)NC(C(C)C)C1=CC=NC=C1)C(F)(F)F (3R)-2'-[6-amino-5-(trifluoromethyl)pyridin-3-yl]-N-[2-methyl-1-(pyridin-4-yl)propyl]-5',6'-dihydro-1H-spiro[pyrrolidine-3,4'-pyrrolo[1,2-b]pyrazole]-1-carboxamide